SELENOPHENOCHROMEN O1CC=CC2=CC=C3C(=C12)C=C[Se]3